7-phenyl-8,9,10,11-tetrahydro-3H-pyrrolo[3,2-a]phenanthridine C1(=CC=CC=C1)C1=NC2=CC=C3C(=C2C=2CCCCC12)C=CN3